BrC=1C=CC2=C(N=C(S2)C2CN(C(C2)(C)C)C)C1 5-bromo-2-(1,5,5-trimethylpyrrolidin-3-yl)-1,3-benzothiazole